1-((2R,3R,4S,5R)-3,4-dihydroxy-5-(hydroxymethyl)tetrahydrofuran-2-yl)-3-((2-(3,7-dimethyl-2,6-dioxo-2,3,6,7-tetrahydro-1H-purin-1-yl)ethyl)carbamoyl)pyridine O[C@H]1[C@@H](O[C@@H]([C@H]1O)CO)N1CC(=CC=C1)C(NCCN1C(N(C=2N=CN(C2C1=O)C)C)=O)=O